BrC=1C=C(C=CC1C(=O)N1CCC(CC1)(F)F)NC(=O)C1CC1 N-[3-bromo-4-(4,4-difluoropiperidine-1-carbonyl)phenyl]cyclopropanecarboxamide